(E)-non-2-enoic acid methyl ester COC(\C=C\CCCCCC)=O